5-(4-bromophenyl)-2H-1,2,3-triazole-4-carbonitrile BrC1=CC=C(C=C1)C=1C(=NNN1)C#N